ClC=1C=C(CCN2CC(OCCC2)COC2=CC=C(C=C2)N(S(=O)(=O)C)C)C=CC1 N-(4-((4-(3-chlorophenethyl)-1,4-oxazepan-2-yl)methoxy)phenyl)-N-methylmethane-sulfonamide